N[C@@H](C(=O)N1CC2=CC=C(C=C2C1)CNS(=O)(=O)C1CNC1)CC1=C(C=C(C=C1)Cl)Cl (R)-N-((2-(2-amino-3-(2,4-dichlorophenyl)propanoyl)isoindolin-5-yl)methyl)azetidine-3-sulfonamide